NC1=NC(=C(C=C1C#N)C#N)N(CCO)CCO 2-amino-6-(bis(2-hydroxyethyl)amino)pyridine-3,5-dicarbonitrile